ClC1=C2C[C@@H]([C@H](C2=CC(=C1)Cl)OC1=C(C=CC=C1)C)N(C)C 4-[[(1S,2S)-4,6-dichloro-2-(dimethylamino)-2,3-dihydro-1H-inden-1-yl]oxy]-3-methylbenzene